N-[2-(5-Phenoxy-1H-indol-3-yl)ethyl]acetamide O(C1=CC=CC=C1)C=1C=C2C(=CNC2=CC1)CCNC(C)=O